methyl 3-[4-[2-(4-benzyloxybutoxy)ethoxy]-3,5-dichloro-phenyl]propanoate C(C1=CC=CC=C1)OCCCCOCCOC1=C(C=C(C=C1Cl)CCC(=O)OC)Cl